CC1COC2=C(CN1)C=CC=C2 3-methyl-2,3,4,5-tetrahydrobenzo[f][1,4]oxazepine